(E)-1-(2-hydroxy-4,6-dimethoxyphenyl)-3-(2,4,6-trimethoxyphenyl)prop-2-en-1-one OC1=C(C(=CC(=C1)OC)OC)C(\C=C\C1=C(C=C(C=C1OC)OC)OC)=O